N'-acetyl-5-amino-N'-methyl-N-((5-(trifluoromethyl)pyridin-2-yl)methyl)imidazo[1,5-c]quinazoline-9-carbohydrazide C(C)(=O)N(N(C(=O)C1=CC=2C=3N(C(=NC2C=C1)N)C=NC3)CC3=NC=C(C=C3)C(F)(F)F)C